methyl 4-(4-(2-((2S,3S)-1-methyl-5-oxo-2-(pyridin-3-yl) pyrrolidine-3-carboxamido)ethoxy)butoxy)butanoate CN1[C@@H]([C@H](CC1=O)C(=O)NCCOCCCCOCCCC(=O)OC)C=1C=NC=CC1